CC(CCCNC(=O)C=1C(N(C2=CC(=CC=C2C1C)C(F)(F)F)CCOC)=O)(C)C N-(4,4-Dimethyl-pentyl)-1-(2-methoxy-ethyl)-4-methyl-2-oxo-7-(trifluoromethyl)-1H-quinoline-3-carboxylic acid amide